F[C@@H]1N2N=CC(C3=NNC=4C=CC(O[C@@H](COCCOC1)C)=CC34)=C2 |o1:1| (6S*,13R)-6-fluoro-13-methyl-8,11,14-trioxa-4,5,19,20-tetraazatetracyclo[13.5.2.12,5.018,21]tricosa-1(20),2(23),3,15(22),16,18(21)-hexaene